L-alanyl-D-isoglutamine N[C@@H](C)C(=O)N[C@H](CCC(=O)O)C(N)=O